3-(5-((4-(4-((3-Benzyl-9-methyl-4H,6H-thieno[2,3-e][1,2,4]triazolo[3,4-c][1,4]oxazepin-2-yl)ethynyl)-1H-pyrazol-1-yl)butyl)amino)-2-methyl-4-oxoquinazolin-3(4H)-yl)piperidin-2,6-dion C(C1=CC=CC=C1)C1=C(SC=2N3C(COCC21)=NN=C3C)C#CC=3C=NN(C3)CCCCNC3=C2C(N(C(=NC2=CC=C3)C)C3C(NC(CC3)=O)=O)=O